OC1=CC2=C(NN=N2)C=C1 5-hydroxy-1H-1,2,3-benzotriazole